2-(3-(3-(difluoromethoxy)-1-(4-methyl-4H-1,2,4-triazol-3-yl)cyclobutyl)phenyl)-6-(((1-methylcyclobutyl)amino)methyl)-4-(trifluoromethyl)isoindolin-1-one FC(OC1CC(C1)(C1=NN=CN1C)C=1C=C(C=CC1)N1C(C2=CC(=CC(=C2C1)C(F)(F)F)CNC1(CCC1)C)=O)F